3-(1-(4-(4-(trifluoromethoxy)phenoxy)-6-(trifluoromethyl)pyridin-2-yl)piperidin-4-yl)thiourea FC(OC1=CC=C(OC2=CC(=NC(=C2)C(F)(F)F)N2CCC(CC2)NC(N)=S)C=C1)(F)F